C(C)(=O)N1C(CCCC1)=O 1-acetyl-2-piperidinone